C(C)N(S(=O)(=O)NC=1C(=C(C(=O)C2=CN(C3=NC=C(C=C32)B3OC(C(O3)(C)C)(C)C)C(C3=CC=CC=C3)(C3=CC=CC=C3)C3=CC=CC=C3)C(=CC1)F)F)C 3-[3-[[ethyl(methyl)sulfamoyl]amino]-2,6-difluoro-benzoyl]-5-(4,4,5,5-tetramethyl-1,3,2-dioxaborolan-2-yl)-1-trityl-pyrrolo[2,3-b]pyridine